C(C)OC1=C(C=C2C(=NC=NC2=C1)C=1C(=NN(C1)C)C1=CC=CC=C1)C1C2(CC2CN1C)C(=O)N (7-ethoxy-4-(1-methyl-3-phenyl-1H-pyrazol-4-yl)quinazolin-6-yl)-3-methyl-3-azabicyclo[3.1.0]hexane-1-carboxamide